NC1=NC=C(C2=C1C=NN2COCC[Si](C)(C)C)NC(C(N2[C@H](CC[C@@H](C2)C)C2=CC1=CN(N=C1C=C2)C)=O)=O N-[4-amino-1-(2-trimethylsilylethoxymethyl)pyrazolo[4,3-c]pyridin-7-yl]-2-oxo-2-[(2R,5S)-5-methyl-2-(2-methylindazol-5-yl)-1-piperidyl]acetamide